BrC1=CC=2C(C3=CC(=CC=C3C2C=C1)Br)(N(C(CC)=O)CC=1SC=CC1)N(C(CC)=O)CC=1SC=CC1 2,7-dibromo-9,9-di(N-(thiophene-2-ylmethyl)propionamido)fluorene